FC1=C(C=C(C(=C1)F)[N+](=O)[O-])CC#N 2,4-difluoro-5-nitrobenzeneacetonitrile